(S)-3-(3,3-dimethylbutoxy)pyrrolidine hydrochloride Cl.CC(CCO[C@@H]1CNCC1)(C)C